ClC1=C(CN2C=3N(C4=CC=CC=C4C2=O)C=C(N3)C(=O)N3CCCCC3)C=CC=C1 4-(2-chlorobenzyl)-2-(piperidine-1-carbonyl)imidazo[1,2-a]quinazolin-5(4H)-one